C(#C)C1=CC=C2C=3C(=C(N(C(C13)=O)C1=CC=CC=C1)[C@@H](C)NC(=O)C=1C(=NN3C1N=CC=C3)NS(N)(=O)=O)CC2 (R)-N-(1-(8-ethynyl-1-oxo-2-phenyl-1,2,4,5-tetrahydrocyclopenta[de]isoquinolin-3-yl)ethyl)-2-(sulfamoylamino)pyrazolo[1,5-a]pyrimidine-3-carboxamide